N1(CCCCCC1)C(SCC)=O S-Ethyl azepane-1-carbothioate